dibenzyl-N,N-diethylphosphoramide C(C1=CC=CC=C1)NP(=O)(N(CC)CC)NCC1=CC=CC=C1